HEXYL SALICYLATE (hexyl 2-hydroxybenzoate) C(CCCCC)C=1C(=C(C(=O)O)C=CC1)O.C(C=1C(O)=CC=CC1)(=O)OCCCCCC